FC=1C=C2C=CC(=CC2=CC1)CN1CCC(C1)O N-((6-fluoronaphthalen-2-yl)methyl)-4-hydroxypyrrolidine